ClC=1C(=C(C=CC1)[C@@]1(CN(CC1)C(=O)OC(C)(C)C)NC1=CC=C2C(C(N(C2=C1)C)=O)(C)C)C tert-butyl (S)-3-(3-chloro-2-methylphenyl)-3-((1,3,3-trimethyl-2-oxoindolin-6-yl)amino)pyrrolidine-1-carboxylate